8-hydroxy-5-quinolinesulfonic acid OC1=CC=C(C=2C=CC=NC12)S(=O)(=O)O